NC1=C(N=CC(=N1)N1CCC2(CC1)C(C1C(OCCO1)C2)N)SC2=C(C(=NC=C2)N)Cl 1'-(6-amino-5-((2-amino-3-chloro-pyridin-4-yl)thio)pyrazin-2-yl)hexa-hydrospiro[cyclopenta[b][1,4]dioxine-6,4'-piperidin]-5-amine